BrC1=C(C=2C3=C(NC2C(=C1[2H])[2H])N=C(C(=C3[2H])[2H])[2H])[2H] 6-Bromo-9H-pyrido[2,3-b]indole-d6